C(C)(C)NC(O[C@H]1C[C@H](CC1)C1=NNC(=C1)NC(=O)C=1C=NN(C1)C1=CC=C(C=C1)C=O)=O (1R,3S)-3-(5-(1-(4-formylphenyl)-1H-pyrazole-4-carboxamido)-1H-pyrazol-3-yl)cyclopentyl isopropylcarbamate